C1(CC1)C(=O)C1=CC2=C(C(N(CCO2)C[C@@H](CN2CC3=CC=CC=C3CC2)O)=O)C=C1 8-(cyclopropanecarbonyl)-4-[(2R)-3-(3,4-dihydro-1H-isoquinolin-2-yl)-2-hydroxy-propyl]-2,3-dihydro-1,4-benzoxazepine-5-one